4-[3-(2-Chloro-pyridin-4-yl)-2,6-dimethyl-7,8-dihydro-6H-9-oxa-1,3a,4,6-tetraaza-cyclopenta[a]naphthalen-5-ylamino]-1-methyl-cyclohexanol ClC1=NC=CC(=C1)C1=C(N=C2N1N=C(C=1N(CCOC21)C)NC2CCC(CC2)(O)C)C